CN(CCNC(=O)C=1N(C=C(C1)NC(=O)C=1N(C=C(C1)NC(C1=CC=C(C=C1)\C=C\C1=CC(=CC=C1)OC)=O)C)C)C (E)-N-(2-(dimethylamino)ethyl)-4-(4-(4-(3-methoxystyryl)benzamido)-1-methyl-1H-pyrrole-2-carboxamido)-1-methyl-1H-pyrrole-2-carboxamide